(1RS,3SR)-5'-Bromo-4'-chloro-3-(4-methyl-1H-pyrazol-1-yl)-1',2'-dihydrospiro[cyclopentane-1,3'-pyrrolo[2,3-b]pyridine] BrC=1C(=C2C(=NC1)NC[C@]21C[C@H](CC1)N1N=CC(=C1)C)Cl |r|